ClC=1C=C(C=CC1Cl)[C@@H]1N(OCC1)C1=CC(=NC=N1)NC=1C(=CC(=C(C1)NC(C=C)=O)N1CCN(CC1)C(C)C)OC N-(5-((6-((R)-3-(3,4-dichlorophenyl)isoxazolidine-2-yl)pyrimidine-4-yl)amino)-2-(4-isopropylpiperazine-1-yl)-4-methoxyphenyl)acrylamide